4-{5-[trifluoromethyl]-5-hydroxy-4,5-dihydro-1,2-oxazol-3-yl}benzonitrile FC(C1(CC(=NO1)C1=CC=C(C#N)C=C1)O)(F)F